ClC1=NC(=NC2=CC(=C(C=C12)OC)OC)NC 4-chloro-6,7-dimethoxy-N-methylquinazolin-2-amine